(S)-3-(1-allyl-5-fluoro-1H-indol-3-yl)-2-aminopropanoic acid compound with 2,2,2-trifluoroacetic acid FC(C(=O)O)(F)F.C(C=C)N1C=C(C2=CC(=CC=C12)F)C[C@@H](C(=O)O)N